C(C)(C)(C)OC(=O)N1C2(CC2)CC[C@H]1C(=O)O (5S)-4-tert-butoxycarbonyl-4-azaspiro[2.4]heptane-5-carboxylic acid